FC1=CC(=C(C=C1)C1=CC=C(C=N1)CCN)OC=1N(N=C(C1)C1NCOC1)C 2-[6-[4-fluoro-2-[2-methyl-5-(oxazolidin-4-yl)pyrazol-3-yl]oxyphenyl]pyridin-3-yl]ethanamine